(S)-methyl-2-((S)-2-(5-methoxy-1H-indole-2-carbonyl)-2-azaspiro[4.5]decane-3-carboxamido)-3-((S)-2-oxopiperidin-3-yl)propanoate COC([C@H](C[C@H]1C(NCCC1)=O)NC(=O)[C@H]1N(CC2(C1)CCCCC2)C(=O)C=2NC1=CC=C(C=C1C2)OC)=O